4,7-DIMETHYL-2-(4-METHYLPHENYL)-1H-INDOLE-3-CARBOXALDEHYDE CC1=C2C(=C(NC2=C(C=C1)C)C1=CC=C(C=C1)C)C=O